CCCCCC=CCCCCCCCCC hexadec-6-ene